BrC1=C(C(=NC(=C1F)Cl)NC1=NN(C(=C1)C)C1OCCCC1)OC 4-bromo-6-chloro-5-fluoro-3-methoxy-N-(5-methyl-1-(tetrahydro-2H-pyran-2-yl)-1H-pyrazol-3-yl)pyridin-2-amine